1-(4-((6,7-dimethoxyquinazolin-4-yl)amino)phenyl)-3-(3-iodophenyl)urea COC=1C=C2C(=NC=NC2=CC1OC)NC1=CC=C(C=C1)NC(=O)NC1=CC(=CC=C1)I